ClC1=NC(=NC(=C1)NC1=NNC(=C1)C)N(C1C[C@H]2CCC[C@@H](C1)N2C(=O)OC)C methyl (1R,3s,5S)-3-((4-chloro-6-((5-methyl-1H-pyrazol-3-yl)amino)pyrimidin-2-yl)(methyl)amino)-9-azabicyclo[3.3.1]nonane-9-carboxylate